2-chloro-1-(4-fluoroazepan-1-yl)ethanone tert-butyl-5-((((methylsulfanyl)thiocarbonyl)oxy)methyl)-2-azabicyclo(2.2.1)heptane-2-carboxylate C(C)(C)(C)OC(=O)N1C2CC(C(C1)C2)COC(=S)SC.ClCC(=O)N2CCC(CCC2)F